N1=C(C=CC=C1)C=1C=NC(=CC1)NCCCN(C)C N1-([2,3'-bipyridin]-6'-yl)-N3,N3-dimethylpropane-1,3-diamine